vinyl-bis(4-{9-[4-(4-nitrophenoxy)phenyl]-9H-fluoren-9-yl}phenoxy)phenylsilane C(=C)[Si](C1=CC=CC=C1)(OC1=CC=C(C=C1)C1(C2=CC=CC=C2C=2C=CC=CC12)C1=CC=C(C=C1)OC1=CC=C(C=C1)[N+](=O)[O-])OC1=CC=C(C=C1)C1(C2=CC=CC=C2C=2C=CC=CC12)C1=CC=C(C=C1)OC1=CC=C(C=C1)[N+](=O)[O-]